BrCC(C(=O)O)CBr 3-Bromo-2-(bromomethyl)propionic acid